3-(2-(4-isopropylisopropylbenzylidene)hydrazino)benzoic acid C(C)(C)C1=CC=C(C(=NNC=2C=C(C(=O)O)C=CC2)C(C)C)C=C1